C1(=CC=C(C=C1)C(CSC=1OC(=NN1)COC1=CC=C(C=C1)Cl)=O)C1=CC=CC=C1 1-((1,1'-biphenyl)-4-yl)-2-((5-((4-chlorophenoxy)methyl)-1,3,4-oxadiazol-2-yl)thio)ethan-1-one